1-Methyl-phospholen-1-oxid CP1(C=CCC1)=O